tert-butyl (tert-butoxycarbonyl)(3-(4,4,5,5-tetramethyl-1,3,2-dioxaborolan-2-yl)pyridin-2-yl)carbamate C(C)(C)(C)OC(=O)N(C(OC(C)(C)C)=O)C1=NC=CC=C1B1OC(C(O1)(C)C)(C)C